ethyl 4-(4-cyano-2-methoxy-phenoxy)-6-methyl-2-(trifluoromethyl)pyrimidine-5-carboxylate C(#N)C1=CC(=C(OC2=NC(=NC(=C2C(=O)OCC)C)C(F)(F)F)C=C1)OC